C1=CC(=CC(=C1)O)C=C(C#N)C(=O)O cyano-3-hydroxycinnamic acid